[C@H]12CN(C[C@H](CC1)N2)C2=NC(=NC1=CC(=CC=C21)C2=CC(=NC=C2)N)OC[C@H]2N(CCC2)C 4-(4-((1R,5S)-3,8-diazabicyclo[3.2.1]octan-3-yl)-2-(((S)-1-methylpyrrolidin-2-yl)methoxy)quinazolin-7-yl)pyridin-2-amine